C(C)C(C(=O)N)CCC ethyl-valeramide